C(C)(C)(C)OC(N(C)CCNCC1=C(C=CC=C1)Br)=O N-[2-[(2-bromophenyl)methyl-amino]ethyl]-N-methyl-carbamic acid tert-butyl ester